FC1=CC(=CC2=CN(N=C12)C)NC(=O)N1CCC=2C1=NC=CC2N2CCN(CC2)C(=O)OC(C)(C)C tert-butyl 4-(1-((7-fluoro-2-methyl-2H-indazol-5-yl)carbamoyl)-2,3-dihydro-1H-pyrrolo[2,3-b]pyridin-4-yl)piperazine-1-carboxylate